O[C@H](CNC(=O)C1=CC=C(C=N1)NC(O[C@@H](COC1=C(C=C2C(=N1)SC(=N2)C2=C1N=CC(=NC1=CC(=C2)C)OC)F)C)=O)C (R)-1-((6-fluoro-2-(2-methoxy-7-methylquinoxalin-5-yl)thiazolo[5,4-b]pyridin-5-yl)oxy)propan-2-yl (6-(((S)-2-hydroxypropyl)carbamoyl)pyridin-3-yl)carbamate